C1(CCCCC1)S/C(=C/C(=O)C1=CC=CC=C1)/[Si](C)(C)C (E)-3-(Cyclohexylthio)-1-phenyl-3-(trimethylsilyl)prop-2-en-1-one